FC1=CC=C(CC=2C=NN(C2)C(=O)N[C@@H]2C(N(C3=C(OC2)C=CC(=C3)N3CCC2(CC3)CCN(CC2)C)C)=O)C=C1 (S)-4-(4-fluorobenzyl)-N-(5-methyl-7-(9-methyl-3,9-diazaspiro[5.5]undecan-3-yl)-4-oxo-2,3,4,5-tetrahydrobenzo[b][1,4]oxazepin-3-yl)-1H-pyrazole-1-carboxamide